2-(aminomethyl)-4-fluorophenol NCC1=C(C=CC(=C1)F)O